NC/C(/COC1=CC=C(C(=O)NC(C)(C)C)C=C1)=C\F 4-[(E)-2-(aminomethyl)-3-fluoroprop-2-enoxy]-N-t-butylbenzamide